4-(cyclopenten-1-yl)morpholine C1(=CCCC1)N1CCOCC1